N=1N=CN2C1C(=NC=C2)CN(CC2=CC=NO2)CC2=CC=CC=C2 1-([1,2,4]triazolo[4,3-a]pyrazin-8-yl)-N-benzyl-N-(isoxazol-5-ylmethyl)methylamine